C1N[C@H](CC2=CC=CC=C12)C(=O)O D-1,2,3,4-tetrahydroisoquinoline-3-carboxylic acid